trimethylpyrrolidinone CC1(C(N(CC1)C)=O)C